2-fluoro-N-(6-(6-fluoro-5-(methylthio)-1H-indazol-4-yl)imidazo[1,2-a]pyrazin-2-yl)cyclopropane-1-carboxamide FC1C(C1)C(=O)NC=1N=C2N(C=C(N=C2)C2=C3C=NNC3=CC(=C2SC)F)C1